3-(imidazo[1,2-b]pyridazin-3-ylethynyl)-4-methyl-N-(3-(4-methylpiperazin-1-yl)-5-(trifluoromethyl)phenyl)benzamide N=1C=C(N2N=CC=CC21)C#CC=2C=C(C(=O)NC1=CC(=CC(=C1)C(F)(F)F)N1CCN(CC1)C)C=CC2C